4-Boc-5,6-Diphenylmorpholinon C(=O)(OC(C)(C)C)N1C(COC(C1C1=CC=CC=C1)C1=CC=CC=C1)=O